O1C=C(C=C1)C=1C=CC=2N(N1)C(=CN2)C2=CC=NC=C2 6-(3-furyl)-3-(4-pyridyl)imidazo[1,2-b]pyridazine